(methylazanediyl)bis(butane-4,1-diyl) bis(3-(di((E)-dec-4-en-1-yl)amino)propanoate) C(CC\C=C\CCCCC)N(CCC(=O)OCCCCN(CCCCOC(CCN(CCC\C=C\CCCCC)CCC\C=C\CCCCC)=O)C)CCC\C=C\CCCCC